ClC=1C=C2C=C(NC2=CC1OCC1=CC=NO1)CNC(=O)C1(CC1)C N-((5-chloro-6-(isoxazol-5-ylmethoxy)-1H-indol-2-yl)methyl)-1-methylcyclopropane-1-carboxamide